ClC1=CC=C2C(=N1)C(=CN2)NC2=NC1=C(N2C)C=C(C=C1F)F N-(5-Chloro-1H-pyrrolo[3,2-b]pyridin-3-yl)-4,6-difluoro-1-methyl-1H-benzo[d]imidazol-2-amine